(2S)-2-[(3-hydroxy-4-methoxy-pyridine-2-carbonyl)amino]propionic acid [(1S)-1-[1-(1-naphthyl) cyclopropyl] ethyl] ester C1(=CC=CC2=CC=CC=C12)C1(CC1)[C@H](C)OC([C@H](C)NC(=O)C1=NC=CC(=C1O)OC)=O